(4-aminoimidazo[1,5-a]pyrido[3,4-e]pyrazin-8-yl)((3R,4aS,9bS)-8-fluoro-3-methyl-7-(trifluoromethyl)-3,4,4a,9b-tetrahydrobenzofuro[3,2-b]pyridin-1(2H)-yl)methanone NC=1C=2N(C3=C(N1)C=NC(=C3)C(=O)N3[C@@H]1[C@H](C[C@H](C3)C)OC3=C1C=C(C(=C3)C(F)(F)F)F)C=NC2